COC=1C=C(C=CC1C)CC(C)N 1-(3-Methoxy-4-methylphenyl)-2-aminopropane